ClC1=C(C(=O)NC2=NC=C(C=C2F)C#CC2=CC(=CC=C2)F)C=C(C=C1)NC(=O)[C@@H]1[C@H](C1)C 2-chloro-N-[3-fluoro-5-[2-(3-fluorophenyl)ethynyl]-2-pyridyl]-5-[[(1S,2S)-2-methylcyclopropanecarbonyl]amino]benzamide